2-[4-[6-[(2-methylpropan-2-yl)oxycarbonylamino]pyridin-3-yl]phenyl]pyrrolo[2,3-c]pyridine-1-carboxylate CC(C)(C)OC(=O)NC1=CC=C(C=N1)C1=CC=C(C=C1)C1=CC=2C(=CN=CC2)N1C(=O)[O-]